(S)-(4-amino-8-(3-hydroxy-2,6-dimethylphenyl)pyrido[3,4-d]pyrimidin-6-yl)(pyrrolidin-1-yl)methanone NC=1C2=C(N=CN1)C(=NC(=C2)C(=O)N2CCCC2)C2=C(C(=CC=C2C)O)C